tetrapotassium glutamic acid diacetate C(CN([C@@H](CCC(=O)O)C(=O)O)CC(=O)[O-])(=O)[O-].[K+].[K+].[K+].[K+].N([C@@H](CCC(=O)O)C(=O)O)(CC(=O)[O-])CC(=O)[O-]